2-{4-[(4-methylpiperazin-1-yl)methyl]phenyl}-2H-indazole-7-carboxamide CN1CCN(CC1)CC1=CC=C(C=C1)N1N=C2C(=CC=CC2=C1)C(=O)N